C(#N)C1C[C@@H]2CC(C[C@@H]2C1)OC(CN1C(N(C(C2=C1SC(=C2C)C=2OC=CN2)=O)C(C(=O)O)(C)C)=O)C2=C(C=CC=C2)OC 2-[1-[2-[[(3aR,6aS)-5-cyano-1,2,3,3a,4,5,6,6a-octahydropentalen-2-yl]oxy]-2-(2-methoxyphenyl)ethyl]-5-methyl-6-oxazol-2-yl-2,4-dioxo-thieno[2,3-d]pyrimid-3-yl]-2-methyl-propanoic acid